FC(OC[C@H]1CCC=2C(=NC(=CC2C=2C=NN(C2)C(F)F)C(=O)N)O1)F |o1:4| (R)- or (S)-2-((difluoromethoxy)methyl)-5-(1-(difluoromethyl)-1H-pyrazol-4-yl)-3,4-dihydro-2H-pyrano[2,3-b]pyridine-7-carboxamide